FC1=C(C=C(C=C1)F)C1N=CCC1 (2,5-difluorophenyl)-3,4-dihydro-2H-pyrrole